dipentylthiourea C(CCCC)NC(NCCCCC)=S